FC(CNC)(F)C1=NC=CC(=C1)C1=CC=C(C=C1)S(=O)(=O)[C@@H]1CC[C@H](CC1)NC1=NC=C(C=C1)C(F)(F)F trans-N-(4-((4-(2-(1,1-difluoro-2-(methylamino)ethyl)pyridin-4-yl)phenyl)sulfonyl)cyclohexyl)-5-(trifluoromethyl)pyridin-2-amine